tin dihydrate O.O.[Sn]